C1(CC1)C1=C2CCN(CC2=CC=C1)C=1C=NC(=NC1)C1=NC=CC=N1 5-cyclopropyl-2-(2-pyrimidin-2-ylpyrimidin-5-yl)-3,4-dihydro-1H-isoquinoline